8-bromo-9-chloro-1,2,3,4-tetrahydro-1,4-methanobenzo[c]cinnoline BrC=1C(=CC=2C3=C(N=NC2C1)C1CCC3C1)Cl